C(C)SCCC[Si](OCC)(OCC)C S-ethylthiopropyl-methyldiethoxysilane